6-[(4-isothiocyanatophenyl)thiocarbamoyl]-L-lysine tetrakis(trifluoroacetic acid) salt FC(C(=O)O)(F)F.FC(C(=O)O)(F)F.FC(C(=O)O)(F)F.FC(C(=O)O)(F)F.N(=C=S)C1=CC=C(C=C1)NC(=S)C(CCC[C@H](N)C(=O)O)N